CC1=C(OC(=C1)C(=O)O)C(=O)O mono-methyl-2,5-furandicarboxylic acid